6-(6-amino-4-(furan-2-yl)-1H-pyrazolo[3,4-d]pyrimidin-1-yl)-N-hydroxyhexanamide NC1=NC(=C2C(=N1)N(N=C2)CCCCCC(=O)NO)C=2OC=CC2